C(C)(C)(C)C/1N(CCC\C1=C/COC1=C(C=CC(=C1)F)I)C(=O)OCCCN(C)C 3-(N,N-dimethylamino)propane-1-ol tert-butyl-(3E)-3-[2-(5-fluoro-2-iodophenoxy)ethylidene]piperidine-1-carboxylate